3-(3-methyl-4-((8-morpholinooctyl)amino)-2-oxo-2,3-dihydro-1H-benzo[d]imidazol-1-yl)piperidine-2,6-dione CN1C(N(C2=C1C(=CC=C2)NCCCCCCCCN2CCOCC2)C2C(NC(CC2)=O)=O)=O